C(C)OC(=N)C1=CC=C(C=C1)C(F)(F)F.FC(C1=CC=C(C=C1)C=1NC(=NN1)CNC(OC(C)(C)C)=O)(F)F tert-butyl ({5-[4-(trifluoromethyl)phenyl]-4H-1,2,4-triazol-3-yl}methyl)carbamate ethyl-4-(trifluoromethyl)benzene-1-carboximidate